[(1R)-1-[bis(trimethylsilyl)amino]-2-(3-tert-butoxycarbonyl-2-methoxy-phenyl)ethyl]boronic acid C[Si](C)(C)N([C@@H](CC1=C(C(=CC=C1)C(=O)OC(C)(C)C)OC)B(O)O)[Si](C)(C)C